6-(4,6-dimorpholino-1,3,5-triazin-2-yl)benzo[d]thiazol-2-amine O1CCN(CC1)C1=NC(=NC(=N1)N1CCOCC1)C1=CC2=C(N=C(S2)N)C=C1